7-(3,5-Dimethylisoxazol-4-yl)-2,4-diphenyl-4,5-dihydroimidazo[1,5,4-de][1,4]benzoxazine CC1=NOC(=C1C1=CC=C2C=3N(C(COC31)C3=CC=CC=C3)C(=N2)C2=CC=CC=C2)C